[Zn].[Pb].C(#N)C=1C(=C(C(=CC1)C(C)C)NC(=O)N=S(=O)(N)C=1SC(=CC1)C(C)(C)O)C(C)C N'-((3-cyano-2,6-diisopropylphenyl)carbamoyl)-5-(2-hydroxypropan-2-yl)thiophene-2-sulfonimidamide plumbum-zinc